COC1=CC=C2C(=CC=NC2=C1)OC1=CC=C(C=C1)S(=O)(N)=NCC1=NC=CC=C1 4-((7-methoxyquinolin-4-yl)oxy)-N'-(pyridin-2-ylmethyl)benzenesulfonimidamide